8-chloro-N-(3-fluoro-5-iodo-phenyl)-1-methyl-N-(2,2,2-trifluoroethyl)-[1,2,4]triazolo[4,3-a]quinazolin-5-amine ClC1=CC=C2C(=NC=3N(C2=C1)C(=NN3)C)N(CC(F)(F)F)C3=CC(=CC(=C3)I)F